C1(=CC=CC=C1)N(C(=O)OCC1CCC(CC1)COCC(=O)O)C=1C=C(C=CC1)C 2-(((1r,4r)-4-((phenyl(m-tolyl)carbamoyloxy)methyl)cyclohexyl)methoxy)acetic acid